C1(=CC=CC=C1)C=1C(=NSC=CC1)C1=CC=CC=C1 diphenylthiazepine